O=C1NC(CCC1N1C(C2=CC=C(C=C2C1)C(=O)N[C@@H](C(F)(F)F)C1CCC(CC1)O)=O)=O 2-(2,6-dioxopiperidin-3-yl)-1-oxo-N-((R)-2,2,2-trifluoro-1-((1r,4R)-4-hydroxycyclohexyl)ethyl)isoindoline-5-carboxamide